C(C(=C)C)(=O)OC1CC(NC(C1)(C)C)(C)C 2,2,6,6-tetramethyl-4-piperidinyl methacrylate